5-(4-bromophenyl)-1-phenyl-2-((4-(trifluoromethyl)benzyl)thio)-1H-imidazole BrC1=CC=C(C=C1)C1=CN=C(N1C1=CC=CC=C1)SCC1=CC=C(C=C1)C(F)(F)F